CC1(OCCCC1C(=O)O)C dimethyltetrahydro-2H-pyran-3-carboxylic acid